C(#N)C[C@H](C1CCCC1)N1N=CC(=C1)C=1C2=C(N=CN1)N(C=C2)COC(CC2=C(N(C1=CC=C(C=C21)OC)C(C2=CC=C(C=C2)Cl)=O)C)=O (R)-(4-(1-(2-cyano-1-cyclopentylethyl)-1H-pyrazol-4-yl)-7H-pyrrolo[2,3-d]pyrimidin-7-yl)methyl-2-(1-(4-chlorobenzoyl)-5-methoxy-2-methyl-1H-indol-3-yl)acetate